2-([1,1'-biphenyl]-3-yl)-2,2-difluoro-N-methoxy-N-methylacetamide C1(=CC(=CC=C1)C(C(=O)N(C)OC)(F)F)C1=CC=CC=C1